1-(4-(4-(2-methoxyethyl)phenyl)-2-methylbut-3-yn-2-yl)-3-(3-propylquinuclidin-3-yl)urea COCCC1=CC=C(C=C1)C#CC(C)(C)NC(=O)NC1(CN2CCC1CC2)CCC